N-(5,6-difluoro-1H-indol-3-yl)-3-(5-methyl-1,2,4-oxadiazol-3-yl)benzamide FC=1C=C2C(=CNC2=CC1F)NC(C1=CC(=CC=C1)C1=NOC(=N1)C)=O